2-fluoro-4-methyl-5-(trifluoromethyl)aniline FC1=C(N)C=C(C(=C1)C)C(F)(F)F